7,8-dichloro-4-(1H-imidazol-1-yl)-N-(morpholin-2-ylmethyl)quinolin-2-amine ClC1=CC=C2C(=CC(=NC2=C1Cl)NCC1CNCCO1)N1C=NC=C1